FC1=C(CC(CNC(=O)C2=NN(C(N2)=O)C)(CC)F)C=CC(=C1)F N-(2-(2,4-difluorobenzyl)-2-fluorobutyl)-1-methyl-5-oxo-4,5-dihydro-1H-1,2,4-triazole-3-carboxamide